2-[5-[(3R)-3-amino-1-[[4-[5-(1,1-difluoroethyl)-2-pyridyl]phenyl]methyl]-5,5,7-trifluoro-2-oxo-3,4-dihydro-1-benzazepin-8-yl]-1,3,4-oxadiazol-2-yl]-2-methyl-propanenitrile N[C@H]1C(N(C2=C(C(C1)(F)F)C=C(C(=C2)C2=NN=C(O2)C(C#N)(C)C)F)CC2=CC=C(C=C2)C2=NC=C(C=C2)C(C)(F)F)=O